2-CYANO-4-(TRIFLUOROMETHYL)PHENYLBORONIC ACID C(#N)C1=C(C=CC(=C1)C(F)(F)F)B(O)O